C[C@H]1[C@H](C1)C(=O)NC=1N=CC2=C(N=CC(=C2C1)C1=NN2C(C=CC(=C2)N2CC3CN(CC(C2)O3)C)=N1)NC (1S,2R)-2-methyl-N-(5-(6-(7-methyl-9-oxa-3,7-diazabicyclo[3.3.1]non-3-yl)-[1,2,4]triazolo[1,5-a]pyridin-2-yl)-8-(methylamino)-2,7-naphthyridin-3-yl)cyclopropane-1-carboxamide